P(O)(O)O.P(O)(O)O.C(C)(C)(C)C1=C(C=CC(=C1)C(C)(C)C)C(O)(C(CO)(CO)CO)C1=C(C=C(C=C1)C(C)(C)C)C(C)(C)C di(2,4-di-tert-butylphenyl)pentaerythritol bisphosphite